(cis)-N-(5-chloro-6-(pyrimidin-2-yl)pyridin-3-yl)-8-(1-(difluoromethyl)-1H-pyrazol-3-yl)-2-fluoro-8-methyl-7,8-dihydro-6H-cyclopenta[e]pyrazolo[1,5-a]pyrimidine-6-carboxamide ClC=1C=C(C=NC1C1=NC=CC=N1)NC(=O)[C@@H]1C[C@](C2=C1C=NC=1N2N=C(C1)F)(C)C1=NN(C=C1)C(F)F